C(=C)C=1ON=C2C=CC=CC12 vinyl-anthranil